2-(3-amino-5-(trifluoromethyl)pyridin-2-yl)propan-2-ol NC=1C(=NC=C(C1)C(F)(F)F)C(C)(C)O